OC(COC1=CC=C(C=C1)C(C)(C)C1=CC=C(C=C1)OCC(COC(C=C)=O)O)COC(C=C)=O 2,2-Bis[4-{2-hydroxy-3-acryloxypropoxy}phenyl]propane